C(=C\C)/OB(O)O trans-1-propen-1-yl-boric acid